2-((5-methoxypyrimidin-4-yl)oxy)ethan-1-one COC=1C(=NC=NC1)OCC=O